BrC=1C=C2C(=C(N1)Br)OC=C2 5,7-dibromofurano[2,3-c]pyridine